C(C1=CC=CC=C1)O[C@H]1[C@H]([C@@H](O[C@]1(CO)COCC1=CC=CC=C1)N1C(NC(C(=C1)C)=O)=O)O 1-[(2R,3R,4S,5R)-4-benzyloxy-5-(benzyloxymethyl)-3-hydroxy-5-(hydroxymethyl)-tetrahydrofurane-2-yl]-5-methyl-pyrimidine-2,4-dione